3-(3,4-dihydroisoquinolin-2(1H)-yl)-4-hydroxypyrrolidine-1-carboxylic acid tert-butyl ester C(C)(C)(C)OC(=O)N1CC(C(C1)O)N1CC2=CC=CC=C2CC1